(4-amino-7-fluoro-3-methyl-3H-pyrazolo[3,4-c]quinolin-8-yl)((3S)-3-(6-(difluoromethoxy)-3-pyridazinyl)-4-morpholinyl)methanone NC1=NC=2C=C(C(=CC2C2=C1N(N=C2)C)C(=O)N2[C@H](COCC2)C=2N=NC(=CC2)OC(F)F)F